chloro(phenyl)methyl palmitate C(CCCCCCCCCCCCCCC)(=O)OC(C1=CC=CC=C1)Cl